((1S,4S,6R)-6-((5-chloropyrimidin-2-yl)amino)-2-azabicyclo[2.2.1]heptan-2-yl)(3-fluoro-2-(pyrimidin-2-yl)phenyl)methanone ClC=1C=NC(=NC1)N[C@@H]1C[C@@H]2CN([C@H]1C2)C(=O)C2=C(C(=CC=C2)F)C2=NC=CC=N2